C1NCC12CCN(CC2)C=2C=NN(C2)C2(CCC2)C(=O)NC2=C(C=C(C=C2)C(F)(F)F)Cl 1-(4-(2,7-diazaspiro[3.5]non-7-yl)-1H-pyrazol-1-yl)-N-(2-chloro-4-(trifluoromethyl)phenyl)cyclobutane-1-carboxamide